tributyl-(ethyl)phosphonium diethyl-phosphonate C(C)OP(OCC)=O.C(CCC)[P+](CC)(CCCC)CCCC